[Cl-].[NH+]12CC3CC(CC(C1)C3)C2 azonia-adamantane chloride